2-(1-methyl-1H-indazol-4-yl)pyrazolo[5,1-b]thiazole CN1N=CC2=C(C=CC=C12)C1=CN2C(S1)=CC=N2